N-(5-((2-methoxy-3-(1-methyl-1H-1,2,4-triazol-3-yl)phenyl)amino)-3-methyl-4-carbonyl-3,4-dihydropyrido[2,3-d]pyrimidin-7-yl)cyclopropanecarboxamide COC1=C(C=CC=C1C1=NN(C=N1)C)NC1=CC(=NC=2N=CN(C(C21)=C=O)C)NC(=O)C2CC2